5-methyl-hexa-1,4-diene CC(=CCC=C)C